3-fluoro-N,N-bis(4-methoxybenzyl)-5-(4,4,5,5-tetramethyl-1,3,2-dioxaborolan-2-yl)pyridin-2-amine FC=1C(=NC=C(C1)B1OC(C(O1)(C)C)(C)C)N(CC1=CC=C(C=C1)OC)CC1=CC=C(C=C1)OC